4-(5-bromo-3-methylsulfonyl-2-thienyl)morpholine BrC1=CC(=C(S1)N1CCOCC1)S(=O)(=O)C